dibutyl-tin isooctanoate C(CCCCC(C)C)(=O)[O-].C(CCC)[Sn+2]CCCC.C(CCCCC(C)C)(=O)[O-]